S(=O)(=O)(O)OCC(O)CO glycerol monosulfate